C1(CC1)COC1=C(C=C(C=C1)S(=O)(=O)CC)C=1C=C(C(N(C1)C)=O)N1CCCC1 5-[2-(cyclopropylmethoxy)-5-ethylsulfonylphenyl]-1-methyl-3-pyrrolidin-1-ylpyridin-2-one